N-(3-(1H-indol-3-yl)propyl)-4-(3-(piperazin-1-yl)propoxy)benzenesulfonamide N1C=C(C2=CC=CC=C12)CCCNS(=O)(=O)C1=CC=C(C=C1)OCCCN1CCNCC1